1-(2-Cyclopropylethyl)-N-(3-(2-methyl-1-(4-methyl-4H-1,2,4-triazol-3-yl)propan-2-yl)phenyl)-2-oxo-5-(piperidin-1-ylmethyl)-1,2-dihydropyridine-3-carboxamide C1(CC1)CCN1C(C(=CC(=C1)CN1CCCCC1)C(=O)NC1=CC(=CC=C1)C(CC1=NN=CN1C)(C)C)=O